ClCCCCO 4-chlorobutanol